CNC1=NC=C2C#CC=3C=CC=C(OCCCOC=4C=CC=C(NC=5N=CC1=C2C5)N4)C3 N-methyl-8,12-dioxa-2,22,26,30-tetrazapentacyclo[18.6.2.13,7.113,17.024,28]triaconta-1(27),3,5,7(30),13,15,17(29),20,22,24(28),25-undecaen-18-yn-23-amine